4-(((7R,14R)-1-(difluoromethoxy)-6-(methyl-d3)-5-oxo-5,6,7,14-tetrahydro-7,14-methanobenzo[f]benzo[4,5]imidazo[1,2-a][1,4]diazocin-11-yl)ethynyl)-1-methyl-1H-pyrazole-3-carbonitrile FC(OC1=CC=CC=2C(N([C@H]3C=4N([C@@H](C21)C3)C3=C(N4)C=CC(=C3)C#CC=3C(=NN(C3)C)C#N)C([2H])([2H])[2H])=O)F